NC=1C=C(C=C(C1)C(F)(F)F)C(C)NC1=NC(=NC2=C3C(=C(C=C12)OCC1(COC1)C)CCC3)C N-(1-(3-amino-5-(trifluoromethyl)phenyl)ethyl)-2-methyl-6-((3-methyloxetan-3-yl)methoxy)-8,9-dihydro-7H-cyclopenta[H]quinazolin-4-amine